O1C2=C(OC[C@@H]1CN1CCN(CC1)C1=C(N=C(O1)C)C#N)C=CC=C2 (S)-5-(4-((2,3-dihydrobenzo[b][1,4]dioxin-2-yl)methyl)piperazin-1-yl)-2-methyl-oxazol-4-carbonitrile